2,5-furanedicarboxaldehyde O1C(=CC=C1C=O)C=O